(2S,3R)-2-(6-chloro-4,5-dimethyl-1,1-dioxido-3,4-dihydro-2H-benzo[e][1,2,4]thiadiazin-2-yl)-3-(6-fluoro-2,3-dimethylphenyl)butanoic acid ClC=1C=CC2=C(N(CN(S2(=O)=O)[C@H](C(=O)O)[C@H](C)C2=C(C(=CC=C2F)C)C)C)C1C